CC=1C=C(N)C=CC1OC1=CC=2N(C=C1)N=CN2 3-methyl-4-([1,2,4]triazolo[1,5-a]pyridin-7-yloxy)aniline